4-(2-carboxyethyl)-3-nitrophenylboronic acid C(=O)(O)CCC1=C(C=C(C=C1)B(O)O)[N+](=O)[O-]